((1-(naphthalen-2-yl)-1H-indol-4-yl)methyl)morpholine Methyl-2-(4-(6-((4-cyano-2-fluorobenzyl)oxy)pyridin-2-yl)-2-hydroxybenzyl)-1-(2-methoxyethyl)-1H-benzo[d]imidazole-6-carboxylate COC(=O)C=1C=CC2=C(N(C(=N2)CC2=C(C=C(C=C2)C2=NC(=CC=C2)OCC2=C(C=C(C=C2)C#N)F)O)CCOC)C1.C1=C(C=CC2=CC=CC=C12)N1C=CC2=C(C=CC=C12)CN1CCOCC1